N1=CN=C(C2=C1NC=C2)N2CCSC(=C2)C=2C=NN(C2)CC(=O)OC Methyl 2-(4-(4-(7H-pyrrolo[2,3-d]pyrimidin-4-yl)-3,4-dihydro-2H-1,4-thiazin-6-yl)-1H-pyrazol-1-yl)acetate